1-(6-(4-chloro-2-(3-((4-methylpiperazin-1-yl)methyl)phenyl)-1H-pyrrolo[2,3-b]pyridin-3-yl)indolin-1-yl)prop-2-en-1-one ClC1=C2C(=NC=C1)NC(=C2C2=CC=C1CCN(C1=C2)C(C=C)=O)C2=CC(=CC=C2)CN2CCN(CC2)C